CC(C(=O)OC[C@@H]([C@@H](C(=O)[O-])CC)CC=1N(C=NC1)C)(C)C.[Na+].O1CCC(=CC1)C1=CC=C(C=C1)C1CCC2=CCCN12 3-(4-(3,6-dihydro-2H-pyran-4-yl)-phenyl)tetrahydro-1H-pyrrolizine sodium (2S,3R)-4-[(2,2-dimethylpropanoyl)oxy]-2-ethyl-3-[(3-methylimidazol-4-yl)methyl]butanoate